5-((2-(3-(((4-Chlorophenyl)methyl)sulfonamido)phenyl)pyrimidin-5-yl)methoxy)-2-hydroxybenzoic acid ClC1=CC=C(C=C1)CS(=O)(=O)NC=1C=C(C=CC1)C1=NC=C(C=N1)COC=1C=CC(=C(C(=O)O)C1)O